3-(5-chloro-2-{[(3R,4R)-3-fluoropiperidin-4-yl]amino}imidazo[4,3-f][1,2,4]triazin-7-yl)-2-methylbutan-2-ol hydrochloride Cl.ClC=1N=C(N2N=C(N=CC21)N[C@H]2[C@@H](CNCC2)F)C(C(C)(O)C)C